N1=C(C=CC=C1)NS(=O)(=O)C1=NC=CC=C1 N-(pyridine-2-yl)pyridinyl-sulfonamide